2-(2-(4-propoxyphenyl)ethyl)anthra[1,2-b:5,6-b']dithiophene C(CC)OC1=CC=C(C=C1)CCC1=CC2=C(S1)C1=CC=3C=CC4=C(SC=C4)C3C=C1C=C2